methyl 2-[6-[2-methoxycarbonyl-4-[2-[6-(11-prop-2-enoyloxyundecoxy)-2-naphthyl]ethynyl]phenoxy]hexoxy]-5-[2-[6-(11-prop-2-enoyloxyundecoxy)-2-naphthyl]ethynyl]benzoate COC(=O)C1=C(OCCCCCCOC2=C(C(=O)OC)C=C(C=C2)C#CC2=CC3=CC=C(C=C3C=C2)OCCCCCCCCCCCOC(C=C)=O)C=CC(=C1)C#CC1=CC2=CC=C(C=C2C=C1)OCCCCCCCCCCCOC(C=C)=O